5-bromo-2-methyl-4-nitro-aniline BrC=1C(=CC(=C(N)C1)C)[N+](=O)[O-]